2-benzyl 1-tert-butyl 1-isopropylhydrazine-1,2-dicarboxylate C(C)(C)N(NC(=O)OCC1=CC=CC=C1)C(=O)OC(C)(C)C